CC=1C(C2=CC=CC=C2C(C1C\C=C(\CC\C=C(\CC\C=C(\CCC=C(C)C)/C)/C)/C)=O)=O 2-methyl-3-[(2E,6E,10E)-3,7,11,15-tetramethylhexadeca-2,6,10,14-tetraen-1-yl]naphthalene-1,4-dione